C1=CC=CC=2C3=CC=CC=C3C(C12)=NC(C#N)CCCC1=CC=CC=C1 ((9H-fluoren-9-ylidene)amino)-5-phenylpentanenitrile